(e)-benzyl 2-(2-pentylcyclobutylidene)acetate C(CCCC)C1\C(\CC1)=C\C(=O)OCC1=CC=CC=C1